(1s,2r,5s)-2-(tert-butoxycarbonyl)-5-hydroxycyclohexane-1-carboxylic acid C(C)(C)(C)OC(=O)[C@H]1[C@H](C[C@H](CC1)O)C(=O)O